BrC1=CC(=C(C(=C1)[N+](=O)[O-])N[C@H]1CN(C[C@@H]1OC)C(=O)C=1C=NC=C(C1)NC)C=1N=NN(N1)C ((3S,4S)-3-((4-bromo-2-(2-methyl-2H-tetrazol-5-yl)-6-nitrophenyl)amino)-4-methoxypyrrolidin-1-yl)(5-(methylamino)pyridin-3-yl)methanone